C(C)(C)(C)OC(=O)N1C[C@@H]([C@H](CC1)C(CCNC1=NC=2N(C(=C1)N(C(=O)OC(C)(C)C)CC1=CC(=CC=C1)N)N=CC2C(C)C)(C)C)F (3R,4R)-4-(((7-((3-aminobenzyl)(tert-butoxycarbonyl)amino)-3-isopropylpyrazolo[1,5-a]pyrimidine-5-yl)amino)methyltert-butyl)-3-fluoropiperidine-1-carboxylic acid tert-butyl ester